ClC1=C(C(=CC=C1)Cl)C=1N=C2C=3C=C(C=NC3C=CN2C1C)C=1C=C(C=NC1)C1CN(C1)C(C)=O 1-(3-(5-(2-(2,6-Dichlorophenyl)-3-methylimidazo[2,1-f][1,6]naphthyridin-9-yl)pyridin-3-yl)azetidin-1-yl)ethan-1-one